3-(3,5-bis(trifluoromethyl)phenyl)-1-(2-bromo-1-methyl-5-nitro-1H-imidazol-4-yl)-1H-1,2,4-triazole FC(C=1C=C(C=C(C1)C(F)(F)F)C1=NN(C=N1)C=1N=C(N(C1[N+](=O)[O-])C)Br)(F)F